[2-(4-formylcyclohexyl)pyrazolo[3,4-c]pyridin-5-yl]-5-[(1R,4R)-2-oxa-5-azabicyclo[2.2.1]heptan-5-yl]pyrazolo[1,5-a]pyrimidine-3-carboxamide C(=O)C1CCC(CC1)N1N=C2C=NC(=CC2=C1)C1=NN2C(N=C(C=C2)N2[C@H]3CO[C@@H](C2)C3)=C1C(=O)N